rac-(1r,2r,4s,5r,6s)-4-(2-fluoropyridin-4-yl)-6-hydroxy-N-(4-methyl-3-(trifluoromethyl)phenyl)-8-oxatricyclo[3.2.1.02,4]octane-2-carboxamide FC1=NC=CC(=C1)[C@@]12C[C@@]1([C@H]1C[C@@H]([C@@H]2O1)O)C(=O)NC1=CC(=C(C=C1)C)C(F)(F)F |r|